FC1=C(CN2C(C3=NC=CC=C3C2=O)([2H])[2H])C=CC(=C1)C1=CC=2C(N=C1)=NN(C2)C([2H])([2H])[2H] 6-(2-fluoro-4-(2-(methyl-d3)-2H-pyrazolo[3,4-b]pyridin-5-yl)benzyl)-6,7-dihydro-5H-pyrrolo[3,4-b]pyridin-5-one-7,7-d2